C(C)(C)[N+](=CC1=CC[C@H](CC1)C(=C)C)[O-] (S)-N-isopropyl-1-(4-(prop-1-en-2-yl)cyclohex-1-en-1-yl)methanimine oxide